C(C)(C)(C)[Si](C)(C)OCCOCCOCC#CC1=NC(=CC(=C1)Cl)C(F)(F)F tert-butyl-[2-[2-[3-[4-chloro-6-(trifluoromethyl)-2-pyridyl]prop-2-ynoxy]ethoxy]ethoxy]-dimethyl-silane